1-((S)-1-(3-Fluorophenyl)ethyl)-N5-((1S,3S,4S)-4-hydroxy-3-methylcyclohexyl)-N3-methyl-1H-pyrazole-3,5-dicarboxamide FC=1C=C(C=CC1)[C@H](C)N1N=C(C=C1C(=O)N[C@@H]1C[C@@H]([C@H](CC1)O)C)C(=O)NC